2'-chloro-5'-methyl-5',7'-dihydrospiro[cyclohexane-1,8'-imidazo[1,2-e]purin]-4-ol ClC=1N=CC=2N(C=3N(C2N1)C1(CN3)CCC(CC1)O)C